(3S,4S)-8-[7-(2,3-dichlorophenyl)-3H-imidazo[4,5-c]pyridin-4-yl]-3-methyl-2-oxa-8-azaspiro[4.5]decan-4-amine ClC1=C(C=CC=C1Cl)C=1C2=C(C(=NC1)N1CCC3([C@@H]([C@@H](OC3)C)N)CC1)NC=N2